CN1C(N=C(C2=CC(=C(C=C12)OC1COCC1)C#N)N1CCOCC2=C1C=CC=C2C#CC2(CC2)C(F)(F)F)=O 1-methyl-2-oxo-7-((tetrahydrofuran-3-yl)oxy)-4-(6-((1-(trifluoromethyl)cyclopropyl)ethynyl)-2,3-dihydrobenzo[e][1,4]oxazepine-1(5H)-yl)-1,2-dihydroquinazoline-6-carbonitrile